C1(OCCCCO1)=O 3-Butylene carbonate